C(C1=CC=CC=C1)(C1=CC=CC=C1)N1[C@@H]2CN([C@H](C1)C2)CC=2C=C1CN(C(C1=CC2F)=O)C2C(NC(CC2)=O)=O 3-(5-(((1s,4s)-5-benzhydryl-2,5-diazabicyclo[2.2.1]heptan-2-yl)methyl)-6-fluoro-1-oxoisoindolin-2-yl)piperidine-2,6-dione